N-[5-(2,6-difluoro-4-methoxyphenyl)-2-(5-methoxypyridin-3-yl)-1-methyl-3-oxo-2,3-dihydro-1H-pyrazol-4-yl]-4-(difluoromethoxy)benzamide FC1=C(C(=CC(=C1)OC)F)C1=C(C(N(N1C)C=1C=NC=C(C1)OC)=O)NC(C1=CC=C(C=C1)OC(F)F)=O